3-Hydroxy-1-[(4-methoxyphenyl)methyl]pyridin-1-ium chloride [Cl-].OC=1C=[N+](C=CC1)CC1=CC=C(C=C1)OC